C(C(=C)C)(=O)OCC(COC1=CC=CC=C1)O 2-hydroxy-3-phenoxypropyl methacrylate